phenylazoleamide C1(=CC=CC=C1)C1=C(NC=C1)C(=O)N